4-(9-methyl-2-(5-methyl-2-phenylpyrimidin-4-yl)-8-(pyridin-4-yl)-9H-purin-6-yl)morpholine CN1C2=NC(=NC(=C2N=C1C1=CC=NC=C1)N1CCOCC1)C1=NC(=NC=C1C)C1=CC=CC=C1